Tert-butyl 4-((3-(4-fluorophenoxy)-5-(4-(methylcarbamoyl)phenoxy)phenyl)carbamoyl)piperazine-1-carboxylate FC1=CC=C(OC=2C=C(C=C(C2)OC2=CC=C(C=C2)C(NC)=O)NC(=O)N2CCN(CC2)C(=O)OC(C)(C)C)C=C1